(1R,2R,5R)-5-AMINO-2-METHYL-CYCLOHEXANOL HYDROCHLORIDE Cl.N[C@@H]1CC[C@H]([C@@H](C1)O)C